6-(3-hydroxyphenyl)-5-cyano-2-thiouracil OC=1C=C(C=CC1)C1=C(C(NC(N1)=S)=O)C#N